N-methyl-D-leucine CN[C@H](CC(C)C)C(=O)O